CC=1N=CC2=CC=C(C=C2C1OC1CC(C1)O)C=1C=NN(C1)C (1r,3r)-3-((3-meth-yl-6-(1-methyl-1H-pyrazol-4-yl)isoquinolin-4-yl)oxy)-cyclobutan-1-ol